6-(8-Fluoro-2-methylimidazo[1,2-a]pyridin-6-yl)-2-(4-fluoro-1-methylpiperidin-4-yl)-8-methylquinazolin-4(3H)-one FC=1C=2N(C=C(C1)C=1C=C3C(NC(=NC3=C(C1)C)C1(CCN(CC1)C)F)=O)C=C(N2)C